FC=1C=NC=CC1N1[C@H]2CN(C[C@@H]1CC2)C(CCS(=O)(=O)C2=CC=CC=1N2C=CN1)=O 1-((1R,5S)-8-(3-fluoropyridin-4-yl)-3,8-diazabicyclo[3.2.1]octan-3-yl)-3-(imidazo[1,2-a]pyridin-5-ylsulfonyl)propan-1-one